C(C)C(CNC1CC(C(CC1)C)NCC(CCCC)CC)CCCC N1,N3-bis(2-ethyl-hexyl)-4-methyl-cyclohexane-1,3-diamine